C(C)(=O)O[C@@H]1[C@H](O[C@H]([C@@H]1OC(C)=O)N1C=2N=C(NC(C2N=C1)=O)NC(C(C)C)=O)CC(=O)OC methyl 2-[(2R,3R,4R,5R)-3,4-diacetoxy-5-[2-(2-methylpropanoyl-amino)-6-oxo-1H-purin-9-yl]tetrahydrofuran-2-yl]acetate